CC(C)(C)OC(=O)NC1CCNC1 DL-3-(Boc-amino)pyrrolidine